(4-chloro-3-fluorophenoxy)-2,2-dimethylpentanoic acid ClC1=C(C=C(OC(C(C(=O)O)(C)C)CC)C=C1)F